BrC=1C=C(C=CC1F)N1C(=NOC1=O)C1=NON=C1OCC1CCN(S1(O)O)C1=CC=C(C=C1)OC 4-(3-bromo-4-fluorophenyl)-3-(4-((2-(4-methoxyphenyl)-1,1-dihydroxyisothiazolidin-5-yl)methoxy)-1,2,5-oxadiazol-3-yl)-1,2,4-oxadiazol-5(4H)-one